L-aspartic acid dibenzyl ester p-toluenesulfonate salt CC1=CC=C(C=C1)S(=O)(=O)O.C(C1=CC=CC=C1)OC([C@@H](N)CC(=O)OCC1=CC=CC=C1)=O